N1,N1-dimethyl-propane-1,3-diamine CN(CCCN)C